6-bromo-4-(1,1-difluoroethyl)-3-iodo-1-tetrahydropyran-2-yl-indazole BrC1=CC(=C2C(=NN(C2=C1)C1OCCCC1)I)C(C)(F)F